Aminoglycinate hydrochloride Cl.NNCC(=O)O